(S)-N-((S)-4-methyl-5-oxo-5,6,7,8-tetrahydro-4H-pyrazolo[1,5-a][1,3]diazepin-6-yl)-5-phenyl-6,7-dihydro-5H-pyrrolo[1,2-b][1,2,4]triazole-2-carboxamide CN1C=2N(CC[C@@H](C1=O)NC(=O)C=1N=C3N(N1)[C@@H](CC3)C3=CC=CC=C3)N=CC2